FC1=C(C(=CC(=C1)C1=NC=CC=C1)F)CN (2,6-Difluoro-4-(pyridin-2-yl)phenyl)methylamine